BrC1=CC2=C(N=C3N2CCCC3)C=C1 8-bromo-1,2,3,4-tetrahydrobenzo[4,5]imidazo[1,2-a]pyridine